(S)-N-(3-(1-((1H-imidazo[4,5-b]pyrazin-5-yl)amino)ethyl)phenyl)-5-methylnicotinamide N1C=NC=2C1=NC=C(N2)N[C@@H](C)C=2C=C(C=CC2)NC(C2=CN=CC(=C2)C)=O